C1[C@@H]2C[C@]3(CCCN3[C@@H]21)C(=O)OC methyl (1aR,5aR,6aR)-hexahydrocyclopropa[b]pyrrolizine-5a(3H)-carboxylate